N-(4-(4-(6-morpholinopyridin-2-yl)-1H-1,2,3-triazol-1-yl)-3-(6-azaspiro[2.5]octan-6-yl)phenyl)methanesulfonamide O1CCN(CC1)C1=CC=CC(=N1)C=1N=NN(C1)C1=C(C=C(C=C1)NS(=O)(=O)C)N1CCC2(CC2)CC1